BrC=1C=C(SC1)COC1=CC=C(C=O)C=C1 4-[(4-BROMOTHIOPHEN-2-YL)METHOXY]BENZALDEHYDE